Cl.FC(C=1N=CC(=NC1)N)(F)F 5-(trifluoromethyl)pyrazin-2-amine hydrochloride